tridecanolysine N1[C@@](CCCCN)(C(=O)O)CCCCCCCCCCCCC1